3-(2-(2-Ethoxy-5-((4-methylpiperazin-1-yl)sulfonyl)phenyl)-5-methyl-4-oxo-7-propyl-3,4-dihydropyrrolo[2,1-f][1,2,4]triazin-6-yl)-N,3-dihydroxypropanamid C(C)OC1=C(C=C(C=C1)S(=O)(=O)N1CCN(CC1)C)C1=NN2C(C(N1)=O)=C(C(=C2CCC)C(CC(=O)NO)O)C